C(=O)(O)C(O)C(O)C(=O)O.CC(COC1=NC=CC=C1C)(C)NC(=O)C1[C@H]2CNC[C@@H]12 (1R,5S,6r)-N-(2-methyl-1-((3-methylpyridin-2-yl)oxy)propan-2-yl)-3-azabicyclo[3.1.0]hexane-6-carboxamide tartrate